6-[4-[2-[1-(2-methoxyacetyl)azetidin-3-yl]oxyethoxy]phenoxy]-1-methyl-indazole-5-carboxamide COCC(=O)N1CC(C1)OCCOC1=CC=C(OC2=C(C=C3C=NN(C3=C2)C)C(=O)N)C=C1